N1N=C(N=C1)CCCCCC1=NNC=N1 3,3'-pentamethylenebis(1,2,4-triazole)